7-amino-3-chloro-2-methyl-5-(methylsulfonyl)pyrazolo[1,5-a]pyrimidine-6-carbonitrile NC1=C(C(=NC=2N1N=C(C2Cl)C)S(=O)(=O)C)C#N